C(C)(=O)N1[C@H](CCC2=CC(=CC=C12)C1=CC=C(CNC(=O)C=2C=C3C(=NC(=NN3C2C)Cl)N2CCOCC2)C=C1)C (S)-N-(4-(1-acetyl-2-methyl-1,2,3,4-tetrahydroquinolin-6-yl)benzyl)-2-chloro-7-methyl-4-morpholinopyrrolo[2,1-f][1,2,4]triazine-6-carboxamide